2-cyano-5-methylpyridin-3-yl 3-[4-(4-chlorothiazol-2-yl)-1H-1,2,3-triazol-1-yl]-3-deoxy-2-O-methyl-1-thio-alpha-D-galactopyranoside ClC=1N=C(SC1)C=1N=NN(C1)[C@@H]1[C@H]([C@@H](SC=2C(=NC=C(C2)C)C#N)O[C@@H]([C@@H]1O)CO)OC